tert-butyl (R)-4-(1-((4-(N,N-diethylsulfamoyl)phenyl)sulfonyl) piperidine-3-carbonyl)piperazine-1-carboxylate C(C)N(S(=O)(=O)C1=CC=C(C=C1)S(=O)(=O)N1C[C@@H](CCC1)C(=O)N1CCN(CC1)C(=O)OC(C)(C)C)CC